C(C=C)C1=C([O-])C=CC=C1.[Li+] lithium 2-allylphenoxide